sodium guaiacolate COC1=CC=CC(=C1O)C(=O)[O-].[Na+]